(E)-1-(4-Fluorophenyl)-3-[3-hydroxy-4-[1-(hydroxyamino)ethyl]phenyl]prop-2-en-1-one FC1=CC=C(C=C1)C(\C=C\C1=CC(=C(C=C1)C(C)NO)O)=O